C(C)(C)(C)N1N=NC(=C1)C(=O)NCC1=C(C(=C(C=C1)C1=NC=NN2C1=CC(=C2)N2CCOCC2)F)Cl 1-(tert-butyl)-N-(2-chloro-3-fluoro-4-(6-morpholinopyrrolo[2,1-f][1,2,4]triazin-4-yl)benzyl)-1H-1,2,3-triazole-4-carboxamide